O[C@H]1[C@@H](O)[C@H](O)[C@@H](O)[C@@H](O1)CO alpha-L-glucose